ClC=1C(=C(OC2=CC=C(C(=C2C(=O)NC2=CC(=C(C=C2)F)C(NO)=O)F)C(F)(F)F)C=C(C1)C(F)(F)F)F 6-(3-Chloro-2-fluoro-5-(trifluoromethyl)phenoxy)-2-fluoro-N-(4-fluoro-3-(N-hydroxycarbamoyl)phenyl)-3-(trifluoromethyl)benzamide